BrC=1C(=C2C(=NC1)NC(=N2)C2=C(N(C(=C2)C)C=2C=C(C(=O)NCCN1CCOCC1)C=CC2)C)N[C@@H]2CN(CC2)S(=O)(=O)CC (S)-3-(3-(6-Bromo-7-((1-(ethylsulfonyl)pyrrolidin-3-yl)amino)-3H-imidazo[4,5-b]pyridin-2-yl)-2,5-dimethyl-1H-pyrrol-1-yl)-N-(2-morpholinoethyl)benzamid